2-Amino-4-(5-chloro-3-((2,6-dimethylidenetetrahydro-1H-pyrrolizin-7a(5H)-yl)methoxy)-7,9-dihydrofuro[3,4-f]quinazolin-6-yl)-7-fluorobenzo[b]thiophene-3-carbonitrile NC1=C(C2=C(S1)C(=CC=C2C=2C1=C(C=3C=NC(=NC3C2Cl)OCC23CC(CN3CC(C2)=C)=C)COC1)F)C#N